COC=1C=C(C=CC1OC)C=1NC2=CC=C(C=C2C1C(C)C)C1CN(CCC1)C(CN(C)C)=O 1-(3-(2-(3,4-Dimethoxyphenyl)-3-isopropyl-1H-indol-5-yl)piperidin-1-yl)-2-(dimethylamino)ethan-1-on